C(C)(C)C1=CC=C(C=C1)S(=O)(=O)OC1=C(C=CC=C1)NC(=O)NC1=CC(=CC=C1)OS(=O)(=O)C1=CC=C(C=C1)C(C)C N-[2-(p-isopropylbenzenesulfonyloxy)phenyl]-N'-[3-(p-isopropylbenzenesulfonyloxy)phenyl]urea